C(C)OC(=O)C1=C(N=C(S1)C1=CC(=C(C=C1)O)C#N)C 2-(3-cyano-4-hydroxyphenyl)-4-methyl-thiazole-5-carboxylic acid ethyl ester